(4R,4aS,7aR,12bS)-3-(cyclopropylmethyl)-4a-hydroxy-9-methoxy-6,6-dimethyl-2,3,4,4a,5,6-hexahydro-1H-4,12-methanobenzofuro[3,2-e]isoquinolin-7(7aH)-one C1(CC1)CN1[C@H]2[C@@]3(CC(C([C@H]4[C@]3(CC1)C1=C(O4)C(=CC=C1C2)OC)=O)(C)C)O